N1(N=NC2=C1C=CC=C2)OC2=NC=C(C(=N2)C=2C=C1C(=NC2)CN(C1=O)[C@@H](C(=O)N[C@H](CO)C=1C=C(C=CC1)C)C)Cl (R)-2-(3-(2-((1H-benzo[d][1,2,3]triazol-1-yl)oxy)-5-chloropyrimidin-4-yl)-5-oxo-5H-pyrrolo[3,4-b]pyridin-6(7H)-yl)-N-((S)-2-hydroxy-1-(m-tolyl)ethyl)propanamide